CN[C@H]1[C@@H](CC1)NC trans-1,2-dimethylaminocyclobutane